N-(2,6-dichloro-4-nitrophenyl)-6-methoxy-2-(2-pyridinyl)-5-(trifluoromethyl)-4-pyrimidinamine ClC1=C(C(=CC(=C1)[N+](=O)[O-])Cl)NC1=NC(=NC(=C1C(F)(F)F)OC)C1=NC=CC=C1